BrC=1N=NN(N1)C 5-bromo-2-methyl-tetrazole